1-(2-methylpyrazolo[1,5-a]pyrimidin-5-yl)propan-1-ol CC1=NN2C(N=C(C=C2)C(CC)O)=C1